FC(C(CC#N)CCC#N)(F)F 3-(trifluoromethyl)adiponitrile